(Benzyl(methyl)amino)-1-oxaspiro[4.5]decan-7-ol C(C1=CC=CC=C1)N(C)C1OC2(CC1)CC(CCC2)O